(Naphthalen-2-ylcarbamoyl)(3-(1-phenylpropan-2-yl)-1,2,3-oxadiazol-3-ium-5-yl)amide C1=C(C=CC2=CC=CC=C12)NC(=O)[N-]C1=C[N+](=NO1)C(CC1=CC=CC=C1)C